(S)-1-(3-chlorophenethyl)-3-((4-(methylsulfonyl)phenoxy)methyl)piperidin-3-ol ClC=1C=C(CCN2C[C@](CCC2)(O)COC2=CC=C(C=C2)S(=O)(=O)C)C=CC1